FC(OC=1C=2N(C=C(C1)C(F)(F)F)C[C@@]1(C[C@@H](C(C3=C(C=CC=C13)F)=O)F)N2)F (1'S,3'S)-8-(difluoromethoxy)-3',5'-difluoro-6-(trifluoromethyl)-2'H,3H-spiro[imidazo[1,2-a]pyridine-2,1'-naphthalene]-4'(3'H)-one